NC1CCN(CC1)C1=C(N=NC2=CC(=C(C=C12)C=1C(=C(C#N)C=CC1)O)Cl)C1=CC(=CC(=C1)Cl)Cl 3-[4-(4-Aminopiperidin-1-yl)-7-chloro-3-(3,5-dichlorophenyl)cinnolin-6-yl]-2-hydroxybenzonitril